2,6-difluoro-4-cyanopyridine FC1=NC(=CC(=C1)C#N)F